3-chloro-4-(8,9,10,11-tetrahydro-3H-pyrazolo[4,3-a]phenanthridin-7-yl)phenol ClC=1C=C(C=CC1C1=NC2=CC=C3C(=C2C=2CCCCC12)C=NN3)O